NC1=C2C(=NC=N1)N(N=C2C2=CC=C(C=C2)OC2=CC=CC=C2)C2CCN(CC2)C2C(CN(CC2)C2CN(C2)C=2C=C1C(N(C(C1=CC2)=O)C2C(NC(CC2)=O)=O)=O)F trans-5-(3-(4-(4-amino-3-(4-phenoxyphenyl)-1H-pyrazolo[3,4-d]pyrimidin-1-yl)-3'-fluoro-[1,4'-bipiperidin]-1'-yl)azetidin-1-yl)-2-(2,6-dioxopiperidin-3-yl)isoindoline-1,3-dione